COC(=O)C1CCC(CC1)N1C2=NC(=NC(=C2N=C1)N)I 4-(6-amino-2-iodo-9H-purin-9-yl)cyclohexanecarboxylic acid methyl ester